ClC1=NC(=NC(=N1)OC1=CC=CC=C1)C1=CC=CC=C1 2-chloro-4-phenoxy-6-phenyl-1,3,5-triazine